5-(2-methylaminosulfonylethyl)-N-Bocindole CNS(=O)(=O)CCC=1C=C2C=CN(C2=CC1)C(=O)OC(C)(C)C